C(C)(C)(C)ONC(=N)N1N=CC=C1 1-(N-t-butoxy-amidino)pyrazole